1,3-Benzothiazol-6-yl 3-deoxy-3-[4-(2-hydroxythiazol-4-yl)-1H-1,2,3-triazol-1-yl]-2-O-methyl-1-thio-α-D-galactopyranoside OC=1SC=C(N1)C=1N=NN(C1)[C@@H]1[C@H]([C@@H](SC2=CC3=C(N=CS3)C=C2)O[C@@H]([C@@H]1O)CO)OC